(S)-Ethyl 3-(6-methoxypyridin-3-yl)-3-((1-(3-(5,6,7,8-tetrahydro-1,8-naphthyridin-2-yl)propyl)azetidin-3-yl)amino)propanoate COC1=CC=C(C=N1)[C@H](CC(=O)OCC)NC1CN(C1)CCCC1=NC=2NCCCC2C=C1